4-methyl-2-nonyltetrahydro-2H-pyran CC1CC(OCC1)CCCCCCCCC